3,9-dihydroxy-8-((propylamino)methyl)benzo[5,6]oxazepin OC1=NOC2=C(C=C1)C=CC(=C2O)CNCCC